3-amino-2-mercaptothiazole NN1C(SC=C1)S